Bis[(3-ethyl-3-oxetanyl) methyl] ether C(C)C1(COC1)COCC1(COC1)CC